C1=CC=CC=2C=3C(=CC=CC3CC12)O Fluorene-5-ol